BrC1=C(C=C(C=C1)C#N)CNC(=O)C=1C=NC(=C(C1)F)OC(F)F N-[(2-bromo-5-cyanophenyl)methyl]-6-(difluoromethoxy)-5-fluoropyridine-3-carboxamide